C(C)(C)(C)OC(=O)N1CCC2(CC(C2)N(C)C)CC1 2-(dimethylamino)-7-azaspiro[3.5]nonane-7-carboxylic acid tert-butyl ester